N-[[(2R,5S)-3-oxo-2-(4-phenoxyphenyl)-1,4-thiazepan-5-yl]methyl]methanesulfonamide O=C1[C@H](SCC[C@H](N1)CNS(=O)(=O)C)C1=CC=C(C=C1)OC1=CC=CC=C1